C(C)OC(=O)C=1C=C2C(=CC(=NC2=CC1)Cl)NC1=CC=C(C=C1)[N+](=O)[O-] 2-chloro-4-((4-nitrophenyl)amino)quinoline-6-carboxylic acid ethyl ester